2-(3-fluoropyridin-4-yl)-1-(5-methyloxazol-2-yl)ethan-1-one FC=1C=NC=CC1CC(=O)C=1OC(=CN1)C